C(C)(=O)O[C@@H]1[C@H](O[C@]([C@@H]1OCC1=CC=CC=C1)(COS(=O)(=O)C)CS(=O)(=O)C)N1C2=NC=NC(=C2N=C1)NC(C1=CC=CC=C1)=O 9-(2-O-acetyl-3-O-benzyl-5-O-methanesulfonyl-4-C-(methylsulfonylmethyl)-beta-L-ribofuranosyl)-N6-benzoyladenine